1-(3-(methylsulfonyl)phenyl)-4-phenyl-2-((4-(trifluoromethyl)benzyl)thio)-1H-imidazole CS(=O)(=O)C=1C=C(C=CC1)N1C(=NC(=C1)C1=CC=CC=C1)SCC1=CC=C(C=C1)C(F)(F)F